CC1=CC=C(C=C1)S(=O)(=O)OC[C@@H]1CN(CCC1)C [(3S)-1-Methylpiperidin-3-yl]methyl 4-methylbenzenesulfonate